FC1=C(C=C(C(=C1)C)F)CC=1C=2N(C=C(N1)C1=NC=C(C(=N1)O)CO)C=CN2 2-{8-[(2,5-difluoro-4-methylphenyl)methyl]imidazo[1,2-a]pyrazin-6-yl}-5-(hydroxymethyl)pyrimidin-4-ol